2,6-Dinitrobenzene [N+](=O)([O-])C1=CC(=CC=C1)[N+](=O)[O-]